2-(phenylselanyl)cyclohexyl furan-2-carboxylate O1C(=CC=C1)C(=O)OC1C(CCCC1)[Se]C1=CC=CC=C1